CC1(C(C(=CC2(CN(C2)C(C2=CC(=CC=C2)C)=O)C1)C#N)=O)C 8,8-dimethyl-2-(3-methylbenzoyl)-7-oxo-2-azaspiro[3.5]non-5-ene-6-carbonitrile